BrC1=C(C2=C(N(N=N2)CC)C=C1)COC 5-Bromo-1-ethyl-4-(methoxymethyl)-1H-benzo[d][1,2,3]triazole